(3,5-dichloropyridin-2-yl)-5-hydroxy-1H-pyrazole-3-carboxylic acid ClC=1C(=NC=C(C1)Cl)N1N=C(C=C1O)C(=O)O